2,3-Dimercapto-1-propanesulfonic acid sodium salt [Na+].SC(CS(=O)(=O)[O-])CS